ClC1=C(C=CC(=C1)Cl)[C@@H](C)NC1=CC(=NC=2N1N=CN2)N2CCC(CC2)[C@@H]2CN(CCC2)CC(C(=O)O)C 3-((R)-1'-(7-(((R)-1-(2,4-dichlorophenyl)ethyl)amino)-[1,2,4]triazolo[1,5-a]pyrimidin-5-yl)-[3,4'-bipiperidin]-1-yl)-2-methylpropanoic acid